6-bromo-2-ethyl-1,2,3,4-tetrahydroisoquinoline BrC=1C=C2CCN(CC2=CC1)CC